OCN(C(=O)N(O)C)C1N(C(N(C1=O)CO)=O)CO N-hydroxymethyl-N-(1,3-di(hydroxymethyl)-2,5-dioxoimidazolidin-4-yl)-N'-hydroxy-methylurea